(4-bromophenyl)[trans-4-({4-[(trifluoromethyl)sulfanyl]phenyl}Amino)cyclohexyl](imino)-λ6-sulfanone BrC1=CC=C(C=C1)S(=O)(=N)[C@@H]1CC[C@H](CC1)NC1=CC=C(C=C1)SC(F)(F)F